FC1=CC=C(C=C1)C1C(C1)NCC1CNC1 3-(((2-(4-fluorophenyl)cyclopropyl)amino)methyl)azetidin